4-amino-1-((2R,5R,8R)-2-(4-aminobutyl)-8-benzyl-5-isobutyl-4,7,10-trioxo-14-phenyl-3,6,9,12-tetraazahexadec-1-yl)piperidine-4-carboxylic acid NC1(CCN(CC1)C[C@H](NC([C@H](NC([C@H](NC(CNCC(CC)C1=CC=CC=C1)=O)CC1=CC=CC=C1)=O)CC(C)C)=O)CCCCN)C(=O)O